2-(2-chloro-5-fluorophenyl)-N-(4-(((1-methyl-1H-pyrazol-4-yl)oxy)methyl)-3-sulfophenyl)acetamide tert-butyl-(R)-3-(3',5-difluoro-[1,1-biphenyl]-3-yl)isoxazolidine-2-carboxylate C(C)(C)(C)OC(=O)N1OCC[C@@H]1C=1C=C(C=C(C1)F)C1=CC(=CC=C1)F.ClC1=C(C=C(C=C1)F)CC(=O)NC1=CC(=C(C=C1)COC=1C=NN(C1)C)S(=O)(=O)O